Pentachlorophenol, potassium salt [K].ClC1=C(C(=C(C(=C1O)Cl)Cl)Cl)Cl